COC=1C=C2C=CC=NC2=C(C1)C(=O)O 6-methoxyquinoline-8-carboxylic acid